C(C)(C)N1CCC(CC1)OC1=C2C(=NC(=N1)C1=CC=C(O1)\C=N\O)N(N=C2C)C2OCCCC2 (E)-N-[(5-[4-[(1-isopropylpiperidin-4-yl)oxy]-3-methyl-1-(oxan-2-yl)pyrazolo[3,4-d]pyrimidin-6-yl]furan-2-yl)methylidene]hydroxylamine